2-cyano-5-((2-(trifluoromethyl)pyridin-3-yl)methoxy)benzofuran-3-carboxylic acid C(#N)C=1OC2=C(C1C(=O)O)C=C(C=C2)OCC=2C(=NC=CC2)C(F)(F)F